CC(C)(C)OC(=O)NC1=C(C2=C(S1)C(=CC=C2B2OCC(CO2)(C)C)F)C#N 2-methylpropan-2-yl{[3-cyano-4-(5,5-dimethyl-1,3,2-dioxaborin-2-yl)-7-fluorobenzo[b]thiophen-2-yl]amino}carboxylate